5-cyano-1-(3,4-dichlorophenyl)-4-oxo-cinnoline-3-carboxylic acid C(#N)C1=C2C(C(=NN(C2=CC=C1)C1=CC(=C(C=C1)Cl)Cl)C(=O)O)=O